FC1(CN(CC[C@H]1NC1=NN2C(C(=N1)OC)=C(C=C2)C=2C=CC1=C(N(N=N1)CCCF)C2)C)F (R)-N-(3,3-Difluoro-1-methylpiperidin-4-yl)-5-(1-(3-fluoropropyl)-1H-benzo[d][1,2,3]triazol-6-yl)-4-methoxypyrrolo[2,1-f][1,2,4]triazin-2-amine